CC1=C(OC=2CCC3=CN(N=C3C21)C[C@H]2COCC2)C(=O)O 8-methyl-2-[(3S)-tetrahydrofuran-3-ylmethyl]-4,5-dihydro-2H-furo[2,3-g]indazole-7-carboxylic acid